(E)-2-Hexenal Diethyl Acetal C(C)OC(\C=C\CCC)OCC